(R)-2-(1-((2,2-dimethyl-1,3-dioxolan-4-yl)methyl)-6-fluoro-5-nitro-1H-indol-2-yl)-2-methylpropan-1-ol CC1(OC[C@H](O1)CN1C(=CC2=CC(=C(C=C12)F)[N+](=O)[O-])C(CO)(C)C)C